C1CCC2=C(C=3CCCC3C=C12)CS(=O)(=NC(N)=O)C(C(=O)N)CC (1,2,3,5,6,7-hexahydro-s-indacen-4-yl(carbamoyl)-S-methylsulfonimidoyl)butanamide